(2S,2'S)-3,3'-((((2-(3-((S)-2-carboxy-2-((R)-pyrrolidin-3-yl)ethyl)phenoxy)acetyl)azanediyl)bis(methylene))bis(3,1-phenylene))bis(2-((R)-pyrrolidin-3-yl)propanoic acid) C(=O)(O)[C@@H](CC=1C=C(OCC(=O)N(CC=2C=C(C=CC2)C[C@H](C(=O)O)[C@@H]2CNCC2)CC=2C=C(C=CC2)C[C@H](C(=O)O)[C@@H]2CNCC2)C=CC1)[C@@H]1CNCC1